3-(cyclopropylmethyl)-1-methyl-1-[[4-[5-(trifluoromethyl)-1,2,4-oxadiazol-3-yl]phenyl]methyl]urea C1(CC1)CNC(N(CC1=CC=C(C=C1)C1=NOC(=N1)C(F)(F)F)C)=O